oleylamine acetic acid salt C(C)(=O)O.C(CCCCCCC\C=C/CCCCCCCC)N